tert-butyl (S)-2-acetyl-6-((tert-butoxycarbonyl)amino)-5-oxo-6,7-dihydro-1H,5H-pyrazolo[1,2-a]pyrazole-3-carboxylate C(C)(=O)C1=C(N2N(C[C@@H](C2=O)NC(=O)OC(C)(C)C)C1)C(=O)OC(C)(C)C